N-(4-((3-((4-Chloro-3-(trifluoromethyl)phenyl)sulfonamido)-5-methylpyridin-2-yl)oxy)-3-methoxyphenyl)acrylamide ClC1=C(C=C(C=C1)S(=O)(=O)NC=1C(=NC=C(C1)C)OC1=C(C=C(C=C1)NC(C=C)=O)OC)C(F)(F)F